(R)-N-(1-(3,5-difluorobenzyl)-2-methyl-1H-imidazol-4-yl)-2-morpholinopropanamide FC=1C=C(CN2C(=NC(=C2)NC([C@@H](C)N2CCOCC2)=O)C)C=C(C1)F